C(C)(=O)NCCCCCC[C@H]1OC2=CC=C(C=C2[C@@H](C1)N1C(NC(CC1=O)(CC)CC)=N)C(=O)N[C@H]1CC(OC2=CC=CC=C12)(C)C (2R,4R)-2-(6-acetamidohexyl)-4-(4,4-diethyl-2-imino-6-oxo-hexahydropyrimidin-1-yl)-N-[(4S)-2,2-dimethylchroman-4-yl]chromane-6-carboxamide